(+/-)-N5-((1R,5S,6r)-3-oxabicyclo[3.1.0]hexan-6-yl)-3-(1H-indol-3-yl)-N7-methyl-2,3-dihydrobenzofuran-5,7-dicarboxamide [C@H]12COC[C@@H]2C1NC(=O)C=1C=C(C2=C(C(CO2)C2=CNC3=CC=CC=C23)C1)C(=O)NC